tert-butyl 6-(N-((7-(5-(difluoromethyl)-1,3,4-oxadiazol-2-yl)imidazo[1,2-a]pyridin-2-yl)methyl)-N-phenylsulfamoyl)-2,6-diazaspiro[3.3]heptan-2-carboxylate FC(C1=NN=C(O1)C1=CC=2N(C=C1)C=C(N2)CN(S(=O)(=O)N2CC1(CN(C1)C(=O)OC(C)(C)C)C2)C2=CC=CC=C2)F